CC=1C(=C(C=CC1)CC(=O)OCC)C1CCC(CC1)OC1(CC1)C ethyl 2-(3-methyl-2-((1r,4r)-4-(1-methylcyclopropoxy)cyclohexyl)phenyl)acetate